C12CN(CC(CC1)N2)C=2C1=C(N=C(N2)OC[C@]23CCCN3C[C@@H](C2)F)C=C(C(=N1)OC)C1=CC=C(C2=C1N=C(S2)N)F 4-(4-(3,8-diazabicyclo[3.2.1]octan-3-yl)-2-(((2R,7aS)-2-fluorotetrahydro-1H-pyrrolizin-7a(5H)-yl)methoxy)-6-methoxypyrido[3,2-d]pyrimidin-7-yl)-7-fluorobenzo[d]thiazol-2-amine